4-(4-((1R,5S)-3,8-diazabicyclo[3.2.1]octan-3-yl)-6-(2-chlorophenoxy)-2-(((2R,7aS)-2-fluorotetrahydro-1H-pyrrolizin-7a(5H)-yl)methoxy)quinazolin-7-yl)-5-chloronaphthalen-2-ol [C@H]12CN(C[C@H](CC1)N2)C2=NC(=NC1=CC(=C(C=C21)OC2=C(C=CC=C2)Cl)C2=CC(=CC1=CC=CC(=C21)Cl)O)OC[C@]21CCCN1C[C@@H](C2)F